N-(4-(2-amino-5-methylthiazol-4-yl)-3-methylphenyl)-2-methylbenzamide NC=1SC(=C(N1)C1=C(C=C(C=C1)NC(C1=C(C=CC=C1)C)=O)C)C